P(=O)(OC1=C(C(=CC(=C1)\C=C\C1=CC=CC=C1)F)CCC)(O)[O-] (E)-3-fluoro-2-propyl-5-styrylphenyl hydrogen phosphate